6-(4-(5-chloro-2-fluorophenyl)-1-(2,2-difluoroethyl)-1H-imidazol-5-yl)imidazo[1,2-a]pyridine-3-carbonitrile ClC=1C=CC(=C(C1)C=1N=CN(C1C=1C=CC=2N(C1)C(=CN2)C#N)CC(F)F)F